C(C)O[Si](CCCN(C(=O)N)CCC[Si](OC)(OC)OC)(OCC)OCC N-3-(triethoxysilyl)propyl-N-3-(trimethoxysilyl)propylurea